6-(2-amino-5-(4-(1-(2,2-difluoroethyl)piperidin-4-yl)phenyl)-6-fluoropyridin-3-yl)-7-fluoro-3,4-dihydroisoquinolin-1(2H)-one NC1=NC(=C(C=C1C=1C=C2CCNC(C2=CC1F)=O)C1=CC=C(C=C1)C1CCN(CC1)CC(F)F)F